4-bromo-3-chloro-2-((4-methoxybenzyl)thio)pyridine BrC1=C(C(=NC=C1)SCC1=CC=C(C=C1)OC)Cl